FC1=CC=C(C=C1)C=1N=C2N(N=CC=C2)C1/C=C/C(=O)N1CCN(CC1)C(C1=CC=C(C=C1)OC)=O (E)-3-(2-(4-fluorophenyl)imidazo[1,2-b]pyridazin-3-yl)-1-(4-(4-methoxybenzoyl)piperazin-1-yl)prop-2-en-1-one